ClC1=NC=CC(=N1)N 2-chloropyrimidin-4-amine